[H-].[H-].C[Si](=[Zr](C1=CC=CC=2C3=CC=CC=C3CC12)(C1C=CC=C1)C1C=CC=C1)C dimethylsilylenebis(cyclopentadienyl)(fluorenyl)zirconium dihydride